(pyridine-4-ylmethyl)oleamide N1=CC=C(C=C1)CC(C(=O)N)CCCCCC\C=C/CCCCCCCC